1-[[2-(3-bromophenyl)-2-methyl-propionyl]amino]-3-methyl-thiourea BrC=1C=C(C=CC1)C(C(=O)NNC(=S)NC)(C)C